The molecule is an amino disaccharide consisting of 2-acetamido-2-deoxy-beta-D-glucopyranose and 2-acetamido-2-deoxy-beta-D-galactopyranose joined in sequence by a (1->6) glycosidic bond. It is an amino disaccharide and a member of acetamides. It derives from a N-acetyl-beta-D-galactosamine. CC(=O)N[C@@H]1[C@H]([C@H]([C@H](O[C@H]1O)CO[C@H]2[C@@H]([C@H]([C@@H]([C@H](O2)CO)O)O)NC(=O)C)O)O